1-[5-[[5-chloro-4-(1-ethylpropylamino)pyrimidin-2-yl]amino]-2-(5,5-dimethyl-1,3,2-dioxaborinan-2-yl)-3-methyl-phenyl]ethanone ClC=1C(=NC(=NC1)NC=1C=C(C(=C(C1)C(C)=O)B1OCC(CO1)(C)C)C)NC(CC)CC